propoxymagnesium chloride C(CC)O[Mg]Cl